C(#N)CC1=C(C=CC=C1)C=1C(=CC=CC1)S(=O)(=O)N 2'-(cyanomethyl)-[1,1'-biphenyl]-2-sulfonamide